N[C@H]1CN(CC1)C1=C2C(=NC=C1)N(C(=N2)C2=CC=C(C#N)C=C2)C2=CC=C(C=C2)C2CC2 (R)-4-(7-(3-aminopyrrolidin-1-yl)-3-(4-cyclopropylphenyl)-3H-imidazo[4,5-b]pyridin-2-yl)benzonitrile